FC(C=1C(=C(C=CC1)[C@@H](C)NC=1C2=C(N=C(N1)C)C=NC(=C2)N2CC1(COC1)CCC2)F)F N-{(1R)-1-[3-(difluoromethyl)-2-fluorophenyl]ethyl}-2-methyl-6-(2-oxa-6-azaspiro[3.5]nonan-6-yl)pyrido[3,4-d]pyrimidin-4-amine